N-(8-(butan-2-yl)-2-chloroimidazo[1,2-b]pyridazin-7-yl)-N'-(5-chloro-6-(1H-1,2,3-triazol-1-yl)pyridin-3-yl)urea CC(CC)C=1C=2N(N=CC1NC(=O)NC=1C=NC(=C(C1)Cl)N1N=NC=C1)C=C(N2)Cl